4-amino-1-naphthal NC1=CC=C(C2=CC=CC=C12)C=O